2-((2-formylphenoxy)methyl)-N-methylbenzamide C(=O)C1=C(OCC2=C(C(=O)NC)C=CC=C2)C=CC=C1